2-[3-(4-[2-[(9S)-7-[4-chlorophenyl]-4,5,13-trimethyl-3-thia-1,8,11,12-tetraazatricyclo[8.3.0.02,6]trideca-2(6),4,7,10,12-pentaen-9-yl]acetamido]butyl)phenyl]-acetic acid ClC1=CC=C(C=C1)C=1C=2C(=C(SC2N2C(=NN=C2[C@@H](N1)CC(=O)NCCCCC=1C=C(C=CC1)CC(=O)O)C)C)C